CC(CCNC1=NC=CC=C1)(C)C ((3,3-dimethylbutyl)amino)pyridin